2,2'-bis(diphenylphosphino)-5,5',6,6'-tetramethoxy-1,1'-biphenyl C1(=CC=CC=C1)P(C1=C(C(=C(C=C1)OC)OC)C1=C(C=CC(=C1OC)OC)P(C1=CC=CC=C1)C1=CC=CC=C1)C1=CC=CC=C1